3-{4-[8-amino-3-methyl-5-(1,2,3,6-tetrahydropyridin-4-yl)imidazo[1,5-a]pyrazin-1-yl]-3-fluorophenyl}-1-[3-(trifluoromethyl)phenyl]urea NC=1C=2N(C(=CN1)C=1CCNCC1)C(=NC2C2=C(C=C(C=C2)NC(NC2=CC(=CC=C2)C(F)(F)F)=O)F)C